[I-].CN1C(C(C2=CC=C3C(=C12)C=CC=C3)(C)C)C 1,2,3,3-tetramethylbenzindoline iodide